ClC1=CNC2=C(C=CC(=C12)Cl)C1=C(C=CC(=C1)C(C1CCNCC1)(F)F)S(=O)(=O)N (3,4-dichloro-1H-indol-7-yl)-4-(difluoro(piperidin-4-yl)methyl)benzenesulfonamide